O1N=CC(=C1)C=1C=C(C=2C=NNC2C1)NCCOCCCCNCC1=CC(=CC(=C1)OC(F)(F)F)COC 6-(isoxazol-4-yl)-N-(2-(4-((3-(methoxymethyl)-5-(trifluoromethoxy)benzyl)amino)butoxy)ethyl)-1H-indazol-4-amine